(S)-2-(2-cyano-4,4-difluoropyrrolidin-1-yl)-2-oxoethan-1-aminium 4-methylbenzenesulfonate CC1=CC=C(C=C1)S(=O)(=O)[O-].C(#N)[C@H]1N(CC(C1)(F)F)C(C[NH3+])=O